heneicosyl myristate C(CCCCCCCCCCCCC)(=O)OCCCCCCCCCCCCCCCCCCCCC